2-(6-{5-Chloro-2-[(oxan-4-yl)amino]pyrimidin-4-yl}-1-oxo-2,3-dihydro-1H-isoindol-2-yl)-N-[(1R)-3-hydroxy-1-phenylpropyl]acetamid ClC=1C(=NC(=NC1)NC1CCOCC1)C1=CC=C2CN(C(C2=C1)=O)CC(=O)N[C@H](CCO)C1=CC=CC=C1